C(C)(CC)NCCCN N-sec.butyl-1,3-propanediamine